methyl-1-(octan-3-yloxy)undec-1-ene CC(=CCCCCCCCCC)OC(CC)CCCCC